C1(CC1)C1=NN(C=2C1=NC=CC2)[C@@H]2C[C@H](C2)CNC=2C=C1C(N(C(C1=CC2)=O)C2C(NC(CC2)=O)=O)=O 5-(((trans-3-(3-cyclopropyl-1H-pyrazolo[4,3-b]pyridin-1-yl)cyclobutyl)methyl)amino)-2-(2,6-dioxopiperidin-3-yl)isoindoline-1,3-dione